CC1=NNC=2C1=C1C=3CCCCC3C(=NC1=CC2)C2=CC=C(C(=O)NCC=1NC=C(N1)C(F)(F)F)C=C2 4-(1-Methyl-8,9,10,11-tetrahydro-3H-pyrazolo[4,3-a]phenanthridin-7-yl)-N-((4-(trifluoromethyl)-1H-imidazol-2-yl)methyl)benzamide